C1(=C(C(=CC(=C1)C)C)C(=O)[O-])C mesitoate